2-bromo-3,5-dichloro-pyridine BrC1=NC=C(C=C1Cl)Cl